BrC1=CC=C2C(=N1)C(=C(N2)C2=CC(=C(C=C2)OC)OC)C 5-bromo-2-(3,4-dimethoxyphenyl)-3-methyl-1H-pyrrolo[3,2-b]pyridine